CN1N=CC(=C1)C=1C=NN2C1N=C(N=C2NCC2=CC=C(C=C2)NC(CC)=O)NC2CCOCC2 N-(4-(((8-(1-methyl-1H-pyrazol-4-yl)-2-((tetrahydro-2H-pyran-4-yl)amino)pyrazolo[1,5-a][1,3,5]triazin-4-yl)amino)methyl)phenyl)propanamide